1,2,4-trichloronaphthalene ClC1=C(C=C(C2=CC=CC=C12)Cl)Cl